(±)-N-(4,5-dichloro-2-fluorophenyl)-4-fluoro-6,7,8,9-tetrahydro-5H-5,8-epiminocyclohepta[c]pyridine-10-carboxamide ClC1=CC(=C(C=C1Cl)NC(=O)N1C2CCC1CC=1C=NC=C(C12)F)F